P(=O)(O)(O)OC[C@@H]1[C@H](C[C@@H](O1)N1C(=O)N=C(N)C=C1)O 2'-Deoxycytidine monophosphate